NC=1C=C2CCC(NC2=NC1)=O 6-amino-3,4-dihydro-1,8-naphthyridin-2(1H)-one